2-butyl-7-isopropoxy-1-(3-((methylamino)methyl)benzyl)-1H-imidazo[4,5-d]pyridazin-4-amine C(CCC)C1=NC=2C(=C(N=NC2N)OC(C)C)N1CC1=CC(=CC=C1)CNC